C(C)(C)(C)N1C=C(C=2C1=NC(=CC2)C(=O)N2CC(C(CC2)N(C2=NC(=C(C(=O)OC)C(=C2)C)C)C)C)C2=CC(=C(C=C2)Cl)F methyl 6-((1-(1-(tert-butyl)-3-(4-chloro-3-fluorophenyl)-1H-pyrrolo[2,3-b]pyridine-6-carbonyl)-3-methylpiperidin-4-yl)(methyl)amino)-2,4-dimethylnicotinate